5-(2-fluoro-6-methoxypyridin-4-yl)-2-(5-(((1S,2S,3R,5R)-2-fluoro-8-azabicyclo[3.2.1]octan-3-yl)(methyl)amino)pyrazin-2-yl)phenol FC1=NC(=CC(=C1)C=1C=CC(=C(C1)O)C1=NC=C(N=C1)N(C)[C@H]1[C@H]([C@@H]2CC[C@H](C1)N2)F)OC